4-((hydroxyamino)methyl)-2-methylbenzoic acid butyl ester C(CCC)OC(C1=C(C=C(C=C1)CNO)C)=O